N1=C(C=CC=C1)C1=C(NC=2C1=NC=CC2)C2=CC(=NC=C2)NC(CC2=NC1=CC=CC=C1N=C2)=O N-[4-[3-(2-pyridyl)-1H-pyrrolo[3,2-b]pyridin-2-yl]-2-pyridyl]-2-quinoxalin-2-yl-acetamide